FC=1C=C(C=C2N=CC=NC12)CNC=1C=NC=CC1N1C[C@H](NCC1)C (R)-N-((8-fluoroquinoxalin-6-yl)methyl)-4-(3-methylpiperazin-1-yl)pyridin-3-amine